3-[[(3R,4R)-4-[4-Chloro-2-(5-fluoro-2-pyridyl)-1H-imidazol-5-yl]-3-methyl-1-piperidyl]sulfonyl]-N-(4-hydroxycyclohexyl)propenamide ClC=1N=C(NC1[C@H]1[C@H](CN(CC1)S(=O)(=O)C=CC(=O)NC1CCC(CC1)O)C)C1=NC=C(C=C1)F